NC1=NC=C(C2=C1C(=NN2[C@@H]2CN(CC2)C(C=C)=O)C#CC2=C(C(=NC(=C2F)OCC)OCC)F)C (S)-1-(3-(4-amino-3-((2,6-diethoxy-3,5-difluoropyridin-4-yl)ethynyl)-7-methyl-1H-pyrazolo[4,3-c]pyridin-1-yl)pyrrolidin-1-yl)prop-2-en-1-one